C(CCCCCCCCCCC)SC(CC(C)=O)(C)C 4-(dodecylthio)-4-methylpentan-2-one